B(O)(O)O.C(C)OC(CN1C=C(C=CC1=O)CC(O)(C)C(C)(C)O)=O [1-(2-ethoxy-2-oxoethyl)-6-oxo-1,6-dihydropyridin-3-yl]Pinacol borate